C(C)C(C(=O)OC[C@]1(O[C@H]([C@@H]2OC(O[C@@H]21)(C)C)C2=CC=C1C(=NC=NN12)NC(C(CC)CC)=O)C#N)CC ((3aS,4R,6S,6aS)-4-cyano-6-(4-(2-ethylbutanamido)pyrrolo[2,1-f][1,2,4]triazin-7-yl)-2,2-dimethyltetrahydrofuro[3,4-d][1,3]dioxol-4-yl)methyl 2-ethylbutanoate